O=S1(N(CC(N1)=O)C=1C(=C(C=CC1O)C=1C=NN(C1)C1CCC(CC1)C#N)F)=O (1s,4s)-4-(4-(3-(1,1-dioxido-4-oxo-1,2,5-thiadiazolidin-2-yl)-2-fluoro-4-hydroxyphenyl)-1H-pyrazol-1-yl)cyclohexane-1-carbonitrile